4-phenyl-1(2H)-phthalazinone C1(=CC=CC=C1)C1=NNC(C2=CC=CC=C12)=O